BrC=1C(=C2C=NN(C2=CC1)C([2H])([2H])[2H])F 5-bromo-4-fluoro-1-(methyl-d3)-1H-indazole